4-chloro-1-(2,2-diethoxyethyl)pyrazole ClC=1C=NN(C1)CC(OCC)OCC